1-ethyl-3-methyl-3-(2,3,4,5,6-pentafluorophenoxy)azetidine C(C)N1CC(C1)(OC1=C(C(=C(C(=C1F)F)F)F)F)C